Diethyl 4,4'-((1-(2-(2-(3-(tert-butoxy)-3-oxopropoxy)ethoxy)ethyl)-2,5-dioxo-2,5-dihydro-1H-pyrrole-3,4-diyl)bis(oxy))dibenzoate C(C)(C)(C)OC(CCOCCOCCN1C(C(=C(C1=O)OC1=CC=C(C(=O)OCC)C=C1)OC1=CC=C(C(=O)OCC)C=C1)=O)=O